N(=[N+]=[N-])C1CN(C1)S(=O)(=O)C 3-azido-1-(methylsulfonyl)azetidine